(Z)-(1,2-dichloro-2-iodovinyl)benzene Cl\C(=C(/I)\Cl)\C1=CC=CC=C1